CN1N=NC(=C1NC(O[C@H](C)C=1C(=NC=C(C1)F)F)=O)C1=NC=C(C=C1)C(NC1=CN=C(S1)C(F)(F)F)=O (R)-1-(2,5-difluoro-pyridin-3-yl)ethyl (1-methyl-4-(5-((2-(trifluoromethyl)-thiazol-5-yl)-carbamoyl)pyridin-2-yl)-1H-1,2,3-triazol-5-yl)-carbamate